(6-chloro-[1,2,4]triazolo[4,3-a]pyridin-3-yl)methanamine hydrobromide Br.ClC=1C=CC=2N(C1)C(=NN2)CN